N4-[2-(6-methyl-2-pyridyl)pyrimidin-4-yl]-N2-[4-[rac-(2S)-2-methylpiperazin-1-yl]phenyl]pyrimidine-2,4-diamine CC1=CC=CC(=N1)C1=NC=CC(=N1)NC1=NC(=NC=C1)NC1=CC=C(C=C1)N1[C@H](CNCC1)C |r|